ClC=1C(=NC(=C(C1)F)C1=C(C=C(C=C1)OC(F)(F)F)F)C(=O)OC Methyl 3-chloro-5-fluoro-6-(2-fluoro-4-(trifluoromethoxy) phenyl)picolinate